CC1(OCC=2C=NC(=CC21)C(=O)N[C@@H]2C(NC1=C(CC2)C=C(C=C1F)F)=O)C(F)(F)F 1-methyl-N-[(3S)-7,9-difluoro-2-oxo-1,3,4,5-tetrahydro-1-benzazepine-3-yl]-1-(trifluoromethyl)-3H-furo[3,4-c]Pyridine-6-carboxamide